C(C)S(=O)(=O)C1=C(SC2=C1OC=C2)C2=NC1=C(C=NC(=C1)C(F)(F)F)N2C 2-[6-(ethylsulfonyl)thieno[3,2-b]furan-5-yl]-3-methyl-6-(trifluoromethyl)-3H-imidazo[4,5-c]pyridine